tert-Butyl-3-(1-(5-bromo-3-fluoropyridin-2-yl)-1H-imidazol-4-yl)morpholine C(C)(C)(C)N1C(COCC1)C=1N=CN(C1)C1=NC=C(C=C1F)Br